ClC=1C(=CC2=C(CC(O2)C(=O)OCC)C1)I ethyl 5-chloro-6-iodo-2,3-dihydrobenzofuran-2-carboxylate